COC=1N=C2C(=C(C(N(C2=CC1)C)=O)C#N)N1CCC(CC1)OC1=CC=C(C=C1)OC(F)(F)F 6-Methoxy-1-methyl-2-oxo-4-(4-(4-(trifluoromethoxy)phenoxy)piperidin-1-yl)-1,2-dihydro-1,5-naphthyridine-3-carbonitrile